NC=1C2=CC(=CC=C2N=C2CCCC(C12)=O)Br 9-amino-7-bromo-3,4-dihydro-acridin-1(2H)-one